N-[3-(2-aminoquinazolin-7-yl)phenyl]-2-fluoro-prop-2-enamide NC1=NC2=CC(=CC=C2C=N1)C=1C=C(C=CC1)NC(C(=C)F)=O